3-oxo-N-((R)-1-Oxo-1-(4-(5-(trifluoromethyl)pyrimidin-2-yl)piperazin-1-yl)propan-2-yl)-4-(trifluoromethyl)-3,5,6,7-tetrahydro-2H-cyclopenta[c]pyridazine-7-carboxamide O=C1C(=C2C(=NN1)C(CC2)C(=O)N[C@@H](C(N2CCN(CC2)C2=NC=C(C=N2)C(F)(F)F)=O)C)C(F)(F)F